ethyl (S)-2-(3-(4-bromo-3-oxobutan-2-yl-1,1,1-d3)-2-fluorophenyl)acetate BrCC([C@@H](C([2H])([2H])[2H])C=1C(=C(C=CC1)CC(=O)OCC)F)=O